7-Methyl-8-(trifluoromethyl)-4-(3-(3-(trifluoromethyl)phenoxy)phenyl)-4,5-dihydro-1H-benzo[b][1,4]diazepin-2(3H)-one CC1=CC2=C(NC(CC(N2)C2=CC(=CC=C2)OC2=CC(=CC=C2)C(F)(F)F)=O)C=C1C(F)(F)F